1,2-bis-(9Z-octadecenoyl)-sn-glycero-3-phosphorylcholine C(C=CCCCCCCCCCCCCCCC)(=O)OC[C@@H](OC(C=CCCCCCCCCCCCCCCC)=O)COP(=O)(O)OCC[N+](C)(C)C